COC(=O)C1(CC(C1)O)C1=CC(=CC=C1)Br (1s,3s)-1-(3-bromophenyl)-3-hydroxycyclobutanecarboxylic acid methyl ester